FC=1C=C(C=CC1OC)C1=C(C(=NN1C1=CCC(C=C1)=S(=O)=O)C(F)(F)F)C#N 5-(3-fluoro-4-methoxyphenyl)-1-(4-sulfonylphenyl)-3-trifluoromethyl-1H-pyrazole-4-carbonitrile